3-(4-(4-amino-3-(4-phenoxyphenyl)-1H-pyrazolo[3,4-d]pyrimidin-1-yl)piperidin-1-yl)-[1,3':1',3''-terazetidine]-1''-carboxylate NC1=C2C(=NC=N1)N(N=C2C2=CC=C(C=C2)OC2=CC=CC=C2)C2CCN(CC2)C2CN(C2)C2CN(C2)C2CN(C2)C(=O)[O-]